COC=1C=C2C(=NC(=NC2=CC1OCCCN1CCCC1)C=1NC(=CC1)C)NC1CCS(CC1)(=O)=O 4-((6-methoxy-2-(5-methyl-1H-pyrrol-2-yl)-7-(3-(pyrrolidin-1-yl)propoxy)quinazolin-4-yl)amino)tetrahydro-2H-thiopyran 1,1-dioxide